ClC1=CC(=NC2=C(C=CC=C12)C)NN1C(C(=C(C1=O)C)C)=O 1-[(4-chloro-8-methyl(2-quinolyl))amino]-3,4-dimethylazoline-2,5-dione